4-(4-bromophenyl)-1-methyl-1H-1,2,3-triazole-5-carboxylic acid methyl ester COC(=O)C1=C(N=NN1C)C1=CC=C(C=C1)Br